FC(C=1C=CC=2N(C1)C(=CN2)C2=NSC(=N2)N2C[C@H](OCC2)CNS(=O)(=O)C)(F)F (S)-N-((4-(3-(6-(trifluoromethyl)imidazo[1,2-a]pyridin-3-yl)-1,2,4-thiadiazol-5-yl)morpholin-2-yl)methyl)methanesulfonamide